1-[bis(dimethylamino)methyl]-1H-benzotriazolium CN(C)C([NH+]1N=NC2=C1C=CC=C2)N(C)C